(+/-)-trans-methyl 3-((6-(benzofuran-2-yl)-2-chloropyrimidin-4-yl)amino)bicyclo[2.2.2]octane-2-carboxylate O1C(=CC2=C1C=CC=C2)C2=CC(=NC(=N2)Cl)NC2C(C1CCC2CC1)C(=O)OC